NC1=NC(=NC=C1C=O)SC 4-AMINO-2-METHYLTHIO-PYRIMIDINE-5-CARBALDEHYDE